hydroxymethyl-triazole OCC=1N=NNC1